6-(2-chloro-6-fluorophenyl)-4-((4-morpholinophenyl)amino)pyridazine-3-carboxylic acid methyl ester COC(=O)C=1N=NC(=CC1NC1=CC=C(C=C1)N1CCOCC1)C1=C(C=CC=C1F)Cl